C(N)(SCC(O)O)=S.[Zn] zinc dihydroxyethyl dithiocarbamate